N-(3-(2-chloro-5-fluorophenyl)-1-oxo-2,3-dihydrobenzo[d]isothiazol-4-yl)-3-fluoro-5-(trifluoromethyl)benzamide ClC1=C(C=C(C=C1)F)C1NS(C2=C1C(=CC=C2)NC(C2=CC(=CC(=C2)C(F)(F)F)F)=O)=O